C[C@@H](C(=O)N1CCC[C@H]1C(=O)[O-])[NH3+] The molecule is a peptide zwitterion obtained by transfer of a proton from the carboxy to the amino terminus of Ala-Pro. It is a tautomer of an Ala-Pro.